N[C@@H]1C[C@@H](CCC1)N1C(=NC=2C=NC(=CC21)N2C(NCC2)=O)C2=NC=CC=C2F 1-(1-((1R,3S)-3-aminocyclohexyl)-2-(3-fluoropyridin-2-yl)-1H-imidazo[4,5-c]pyridin-6-yl)imidazolidin-2-one